Ethyl 2-acetamido-7-oxo-2',3',4,7-tetrahydro-5H-spiro[benzo[b]thiophene-6,1'-indene]-3-carboxylate C(C)(=O)NC1=C(C2=C(S1)C(C1(CCC3=CC=CC=C13)CC2)=O)C(=O)OCC